5-bromo-6-methoxy-4-(1,3-oxazol-2-yl)-1,6-dihydropyrimidin-2-amine BrC1=C(N=C(NC1OC)N)C=1OC=CN1